C1=CC=CC=2OC3=CC=CC=C3N(C12)CCCN(S(=O)(=O)C1=CC=C(C=C1)OC(F)(F)F)C N-(3-(10H-phenoxazin-10-yl)propyl)-N-methyl-4-(trifluoromethoxy)benzenesulfonamide